[Cl-].OC(C[N+](C)(C)C)COC(C(=C)C)=O 2-Hydroxy-3-methacryloxypropyltrimethylammonium chlorid